6-bromo-8-(hydroxymethyl)imidazo[1,2-a]pyridine-2-carboxylic acid BrC=1C=C(C=2N(C1)C=C(N2)C(=O)O)CO